diethyl 2-((3-benzoyl-6-fluorophenylfuran-2-yl) methyl)-2-bromomalonate C(C1=CC=CC=C1)(=O)C=1C=C(C(=CC1)F)C1=C(OC=C1)CC(C(=O)OCC)(C(=O)OCC)Br